C(C)C1CCN(CC1)CC1=CC=C(COC2=C3CN(C(C3=CC=C2)=O)C2C(NC(CC2)=O)=O)C=C1 3-(4-(4-((4-ETHYLPIPERIDIN-1-YL)METHYL)BENZYLOXY)-1-OXOISOINDOLIN-2-YL)PIPERIDINE-2,6-DIONE